4-(4-(6-(((1R,3S,5S)-1,5-dimethyl-8-azabicyclo[3.2.1]octan-3-yl)(methyl)amino)pyridazin-3-yl)-3-hydroxyphenyl)-1-methyl-1H-pyrrole-2-carbonitrile C[C@]12CC(C[C@](CC1)(N2)C)N(C2=CC=C(N=N2)C2=C(C=C(C=C2)C=2C=C(N(C2)C)C#N)O)C